CN1CCC(CC1)(C)CC(=O)N[C@H]1CN(C[C@H]1C)C1=C2C=CC=NC2=C(C=C1)C(F)(F)F 2-(1,4-dimethylpiperidin-4-yl)-N-[(3r,4r)-4-methyl-1-[8-(trifluoromethyl)quinolin-5-yl]pyrrolidin-3-yl]acetamide